4-(cyclobutanecarbonyl)-N-((7-(5-(difluoromethyl)-1,3,4-oxadiazol-2-yl)imidazo[1,2-a]pyridin-2-yl)methyl)-N-phenylpiperazine-1-carboxamide C1(CCC1)C(=O)N1CCN(CC1)C(=O)N(C1=CC=CC=C1)CC=1N=C2N(C=CC(=C2)C=2OC(=NN2)C(F)F)C1